C(#N)C1(CCN(CC1)C(=O)NC=1SC(=C(N1)C1=CC(=CC=C1)C#N)C1=CC(=NC(=C1)C)C)COC 4-Cyano-N-[4-(3-cyanophenyl)-5-(2,6-dimethyl-4-pyridyl)thiazol-2-yl]-4-(methoxymethyl)piperidin-1-carboxamid